C1(CCCCC1)CS(=O)(=O)NC1=NOC2=C1C(=CC(=C2)CN2N=C1C(=C2)CN(C1)C(C#C)=O)OC 1-cyclohexyl-N-(4-methoxy-6-((5-propioloyl-5,6-dihydropyrrolo[3,4-c]pyrazol-2(4H)-yl)methyl)benzo[d]isoxazol-3-yl)methanesulfonamide